(S)-1-(4-chloro-1,3-dihydroisobenzofuran-1-yl)-N-methylmethanamine ClC1=C2CO[C@@H](C2=CC=C1)CNC